BrC1=CC2=C(C(N(C2)C2C(NC(CC2)=O)=O)=O)S1 3-(2-bromo-6-oxo-4H-thieno[2,3-c]pyrrol-5-yl)piperidine-2,6-dione